2-((6-(2-(3-(azetidin-3-ylamino)azetidin-1-yl)pyrimidin-5-yl)-2-ethylimidazo[1,2-a]pyridin-3-yl)(methyl)amino)-4-(4-fluorophenyl)thiazole-5-carbonitrile formate C(=O)O.N1CC(C1)NC1CN(C1)C1=NC=C(C=N1)C=1C=CC=2N(C1)C(=C(N2)CC)N(C=2SC(=C(N2)C2=CC=C(C=C2)F)C#N)C